C(N)(=O)C=1C=C(OC1)CNC(=O)N1CCC2(NC3=C(C=C(C=C3C(C2)=O)F)F)CC1 N-((4-carbamoylfuran-2-yl)methyl)-6',8'-difluoro-4'-oxo-3',4'-dihydro-1'H-spiro[piperidine-4,2'-quinoline]-1-carboxamide